ClC1=NN(C2=NC(=NC=C21)Cl)CCCOC2=NN(C(=C2[N+](=O)[O-])C)C=2C(=NC=CC2)OC2CC2 3,6-Dichloro-1-(3-((1-(2-cyclopropoxypyridin-3-yl)-5-methyl-4-nitro-1H-pyrazol-3-yl)oxy)propyl)-1H-pyrazolo[3,4-d]pyrimidine